dicyclohexyl-(2-methylbenzene) C1(CCCCC1)C=1C(=C(C=CC1)C1CCCCC1)C